trimethylaminium chloride salt [Cl-].C[NH+](C)C